(3R)-3-{[2-(3-methoxyphenyl)pyrido[2,3-e][1,2,4]triazolo[1,5-c]pyrimidin-5-yl]amino}azepan-2-one COC=1C=C(C=CC1)C1=NN2C(=NC3=C(C2=N1)N=CC=C3)N[C@H]3C(NCCCC3)=O